[Na+].F[C@@H]1CN(CC1)C1=CC=C(C=N1)C=1N(C(=C(N1)CNCC1=CC=C(C=C1)OC)C(=O)[O-])C (S)-2-(6-(3-fluoropyrrolidin-1-yl) pyridin-3-yl)-4-(((4-methoxybenzyl) amino) methyl)-1-methyl-1H-imidazole-5-carboxylate sodium salt